C(C=C)OC1=C(C(=CC=C1)C)C1=CC(=CC=C1)[C@H](CC(=O)OC)NC([C@@H](CC=C)O)=O Methyl (S)-3-(2'-(allyloxy)-6'-methyl-[1,1'-biphenyl]-3-yl)-3-((R)-2-hydroxypent-4-enamido)propanoate